[Co](Cl)(Cl)Cl.CC1=CC=C(C=C1)C=1C2=CC=C(N2)C(=C2C=CC(C(=C3C=CC(=C(C=4C=CC1N4)C4=CC=C(C=C4)C)N3)C3=CC=C(C=C3)C)=N2)C2=CC=C(C=C2)C 5,10,15,20-tetrakis(4-methylphenyl)porphyrine cobalt(III) chloride